[Si](C)(C)(C(C)(C)C)OC[C@@H](CC(C)C)NC1=NC(=NC(=N1)Cl)NS(=O)(=O)C (R)-N-(4-((1-((tert-butyldimethylsilyl)oxy)-4-methylpent-2-yl)amino)-6-chloro-1,3,5-triazin-2-yl)methanesulfonamide